ClC1=CC=C(C=2COC(OCC21)C=2N=C(SC2)C2CCN(CC2)C(CN2N=C(C=C2C(F)F)C(F)F)=O)OS(=O)(=O)C 4-[4-(6-chloro-9-methylsulfonyloxy-1,5-dihydro-3H-2,4-benzodioxepin-3-yl)-2-thiazolyl]-1-[2-[3,5-bis(difluoromethyl)-1H-pyrazol-1-yl]acetyl]piperidine